OC(=O)C(F)(F)F.NCC1=CC(=C(C(=O)N[C@H](C(=O)O)CC2=CC=C(C=C2)C=2C(N(C(N(C2C)C)=O)C)=O)C(=C1)F)F (S)-2-(4-aminomethyl-2,6-difluorobenzoylamino)-3-[4-(1,3,6-trimethyl-2,4-dioxo-1,2,3,4-tetrahydropyrimidin-5-yl)phenyl]propionic acid TFA salt